FC=1C(NC(N(C1)[C@H]1C[C@@H]([C@H](O1)C1(CC1)O[P@@](=O)(OC1=CC=CC=C1)N[C@@H](C)C(=O)OCC(CC)CC)O)=O)=O 2-ethylbutyl ((S)-(1-((2S,3S,5R)-5-(5-fluoro-2,4-dioxo-3,4-dihydropyrimidin-1(2H)-yl)-3-hydroxytetrahydrofuran-2-yl)cyclopropoxy)(phenoxy)phosphoryl)-L-alaninate